COC1=C(C=C2C=CC=NC2=C1)C(=O)O 7-methoxyquinoline-6-carboxylic acid